C(C)(=O)OC1=C(C=C(C=C1F)C1=NNC2=NC(=CN=C21)N2C[C@@H]1[C@]([C@@H]1CC2)(C2=C(C=CC=C2)F)CN)F 4-(6-((1S,6R,7R)-7-(aminomethyl)-7-(2-fluorophenyl)-3-azabicyclo[4.1.0]heptan-3-yl)-1H-pyrazolo[3,4-b]pyrazin-3-yl)-2,6-difluorophenyl acetate